ClC1=C(OC=2C=CC(=C(C2)S(=O)(=O)N2CC(C2)NS(=O)(=O)C)O)C(=CC(=C1)N1N=C(C(NC1=O)=O)C(F)F)Cl N-[1-[5-[2,6-dichloro-4-[6-(difluoromethyl)-3,5-dioxo-1,2,4-triazin-2-yl]phenoxy]-2-hydroxy-phenyl]sulfonylazetidin-3-yl]methanesulfonamide